FC1(C[C@@H](N(C[C@H]1C)C(C(=O)NC=1C=C(C(=NC1)OC)C(=O)N)=O)C=1C=NC(=CC1)C)F |o1:3,6| Rel-5-[[2-[(2R,5R)-4,4-difluoro-5-methyl-2-(6-methyl-3-pyridyl)-1-piperidyl]-2-oxo-acetyl]amino]-2-methoxy-pyridine-3-carboxamide